4-(2-hydroxypropan-2-yl)thiophene-2-sulfonamide OC(C)(C)C=1C=C(SC1)S(=O)(=O)N